N-(4-(4-methylpiperazin-1-yl)pyridin-2-yl)-6-(pyridin-4-yl)benzo[d]thiazol-2-amine CN1CCN(CC1)C1=CC(=NC=C1)NC=1SC2=C(N1)C=CC(=C2)C2=CC=NC=C2